2-methyl-2-(o-phenylazophenoxy)propionamide tert-butyl-(2R,5S)-4-(5-(2-fluorophenyl)-7-(pyridin-2-yl)-7H-pyrrolo[2,3-d]pyrimidin-4-yl)-2,5-dimethylpiperazine-1-carboxylate C(C)(C)(C)OC(=O)N1[C@@H](CN([C@H](C1)C)C=1C2=C(N=CN1)N(C=C2C2=C(C=CC=C2)F)C2=NC=CC=C2)C.CC(C(=O)N)(C)OC2=C(C=CC=C2)N=NC2=CC=CC=C2